N[C@@H](CS(=O)(O)=O)C(=O)OCCO ethylene glycol cysteate